methyl 5,9-dimethoxy-thieno[2,3-g]quinoxaline-7-carboxylate COC1=C2N=CC=NC2=C(C2=C1SC(=C2)C(=O)OC)OC